bis(3-triethoxysilylpropyl)trisulfide C(C)O[Si](CCCSSSCCC[Si](OCC)(OCC)OCC)(OCC)OCC